4-((2'-Chloro-2-(cyclopropoxymethyl)-3'-ethoxy-[1,1'-biphenyl]-4-yl)amino)tetrahydro-2H-pyran-4-carboxylic acid ClC1=C(C=CC=C1OCC)C1=C(C=C(C=C1)NC1(CCOCC1)C(=O)O)COC1CC1